CC1(OB(OC1(C)C)C1=CC(=NC(=C1)C(=O)OC)C(=O)OC)C dimethyl 4-(4,4,5,5-tetramethyl-1,3,2-dioxaborolan-2-yl)pyridine-2,6-dicarboxylate